CCCCCCCCC n-Nonan